S([C@H]1[C@H](O)[C@@H](O)[C@@H](O)[C@H](O1)CO)C(C)C isopropyl 1-thio-beta-D-galactopyranosid